N-(2-sulfamoylpyridin-4-yl)-5-(trifluoromethyl)-nicotinamide S(N)(=O)(=O)C1=NC=CC(=C1)NC(C1=CN=CC(=C1)C(F)(F)F)=O